L-Arabinopyranose OC1[C@H](O)[C@@H](O)[C@@H](O)CO1